FCCC1C(N(C(CO1)C1=CC=C(C=C1)OC)C(=O)N)(C)C (2-fluoroethyl)-5-(4-methoxyphenyl)-3,3-dimethylmorpholine-4-carboxamide